B(OC1=CC=NC=C1)(OC1=CC=NC=C1)OC1=CC=NC=C1 tris(4-pyridyl) borate